[C@@H]1([C@H](CCCC1)C(=O)[O-])C(=O)[O-].[Ca+2] calcium cis-cyclohexane-1,2-dicarboxylate